methyl 4-amino-3-chloro-6-[1-(2,2-dimethylpropionyl)-7-fluoro-1H-indol-6-yl]-5-fluoropyridine-2-carboxylate NC1=C(C(=NC(=C1F)C1=CC=C2C=CN(C2=C1F)C(C(C)(C)C)=O)C(=O)OC)Cl